2-[(2-chloro-3-fluoro-4-nitro-phenoxy)methyl]-2-methyl-tetrahydrofuran ClC1=C(OCC2(OCCC2)C)C=CC(=C1F)[N+](=O)[O-]